(s,E)-2-methyl-N-(oxazol-2-ylmethylene)propane-2-sulfinamide CC(C)(C)[S@](=O)/N=C/C=1OC=CN1